(2S,4R)-1-(3-ethoxybenzoyl)-4-hydroxy-N-(4-(4-methylthiazol-5-yl)benzyl)pyrrolidine-2-carboxamide C(C)OC=1C=C(C(=O)N2[C@@H](C[C@H](C2)O)C(=O)NCC2=CC=C(C=C2)C2=C(N=CS2)C)C=CC1